Cl.Cl.Cl.NCCCCNCCCN spermidine trihydrochloride